3-hydroxy-caproyl-carnitine hydrochloride Cl.OC(CC(=O)C(O)(C[N+](C)(C)C)CC([O-])=O)CCC